(1S,2S)-N-(6-(7-(1-acetamidoethyl)-5-(difluoromethyl)-6-fluoro-1H-indazol-4-yl)imidazo[1,2-a]pyrazin-2-yl)-2-fluorocyclopropane-1-carboxamide C(C)(=O)NC(C)C=1C(=C(C(=C2C=NNC12)C=1N=CC=2N(C1)C=C(N2)NC(=O)[C@H]2[C@H](C2)F)C(F)F)F